2,3,4,5,6-pentafluorophenyl 7-[(hydroxymethyl)cyclobutyl]-2-methoxyquinoline-3-carboxylate OCC1(CCC1)C1=CC=C2C=C(C(=NC2=C1)OC)C(=O)OC1=C(C(=C(C(=C1F)F)F)F)F